[2,2'-bipyridine]-5-formamide N1=C(C=CC(=C1)C(=O)N)C1=NC=CC=C1